5,6-dimethoxyindoline COC=1C=C2CCNC2=CC1OC